6-chloro-5-(2-fluoro-5-methoxy-phenyl)-1,7-dimethyl-3H-1,4-benzodiazepine-2-One ClC1=C(C=CC2=C1C(=NCC(N2C)=O)C2=C(C=CC(=C2)OC)F)C